ClC1=CC=C2C(=C3N(C2=C1Cl)CC(CC3)NS(=O)(=O)CCNC(C)=O)C=3C=NNC3 N-(2-(N-(3,4-Dichloro-10-(1H-pyrazol-4-yl)-6,7,8,9-tetrahydropyrido[1,2-a]indol-7-yl)sulfamoyl)ethyl)acetamide